C(OCCC(Br)Br)([O-])=O 2,2-dibromoethylmethyl carbonate